ClC1=CC=C(C(=N1)C#N)N[C@H](C)C=1C=C(C=C2C(C(=C(OC12)C1=NC=CC=C1)C)=O)C 6-Chloro-3-[[(1R)-1-[3,6-dimethyl-4-oxo-2-(2-pyridyl)chromen-8-yl]ethyl]amino]pyridine-2-carbonitrile